2-(4-(3-(2,4-dioxotetrahydropyrimidin-1(2H)-yl)-1-methyl-1H-indazol-6-yl)-3,3-difluoropiperidin-1-yl)acetic acid, trifluoroacetic acid salt FC(C(=O)O)(F)F.O=C1N(CCC(N1)=O)C1=NN(C2=CC(=CC=C12)C1C(CN(CC1)CC(=O)O)(F)F)C